C(C)N1[C@H](C(CCC1)(C)C)COC=1C=C2COC(C2=CC1)=O |r| rac-5-((1-ethyl-3,3-dimethylpiperidin-2-yl)methoxy)isobenzofuran-1(3H)-one